3-butyl-7-(dimethylamino)-8-methoxy-3-methyl-5-phenyl-2,3,4,5-tetrahydro-1,5-benzothiazepine 1,1-dioxide C(CCC)C1(CS(C2=C(N(C1)C1=CC=CC=C1)C=C(C(=C2)OC)N(C)C)(=O)=O)C